1-(4,6-diamino-s-triazin-2-yl)hexyl-2-methylimidazole NC1=NC(=NC(=N1)N)C(CCCCC)C=1N=C(NC1)C